2-[6-(Difluoromethyl)pyridin-3-yl]-5-[({1-[2-fluoro-4-(trifluoromethyl)phenyl]cyclopropyl}carbonyl)amino]-3-methylbenzoic acid FC(C1=CC=C(C=N1)C1=C(C(=O)O)C=C(C=C1C)NC(=O)C1(CC1)C1=C(C=C(C=C1)C(F)(F)F)F)F